COC1CN(C1)C(=O)O[C@@H]1CC[C@H](CC1)C(N(C[C@@H]1CC[C@H](CC1)C1=NC(=C(C=C1)OC)C)C1=CC(=CC=C1)C=1C=NN(C1)C(C)C)=O trans-4-((3-(1-Isopropyl-1H-pyrazol-4-yl)phenyl)((trans-4-(5-methoxy-6-methylpyridin-2-yl)cyclohexyl)methyl)carbamoyl)cyclohexyl 3-methoxyazetidine-1-carboxylate